6-methylsulfanyl-3-[3-(trifluoromethyl)phenoxy]pyridazine-4-carboxylic acid ethyl ester C(C)OC(=O)C1=C(N=NC(=C1)SC)OC1=CC(=CC=C1)C(F)(F)F